dibenzylamine lead chloride [Pb](Cl)Cl.C(C1=CC=CC=C1)NCC1=CC=CC=C1